N1=CC=C(C=C1)C=1C(=C(C(=C(C1N1C2=C(C=3C=CC=CC13)C=NC=C2)N2C1=C(C=3C=CC=CC23)C=NC=C1)C1=CC=NC=C1)N1C2=C(C=3C=CC=CC13)C=NC=C2)N2C1=C(C=3C=CC=CC23)C=NC=C1 5,5',5'',5'''-(3,6-di(pyridin-4-yl)benzene-1,2,4,5-tetrayl)tetrakis(5H-pyrido[4,3-b]indole)